C(CCNCCC(=O)O)CC(C(=O)O)N The molecule is a lysine derivative in which the N(epsilon) of the amino acid carries a 2-carboxyethyl group. It is a lysine derivative and a non-proteinogenic alpha-amino acid.